C(#C)C1CCN(CC1)C(C=C)=O 1-(4-ethynylpiperidin-1-yl)prop-2-en-1-one